O[C@@]12[C@]3(CCC(C=C3CC[C@H]1[C@@H]1CCC[C@@]1(C)CC2)=O)C 9α-hydroxy-4-androsten-3-one